C(C)(=O)C1=CC2=C(N=C(O2)NC2=NC3=C(N2C)C=CC(=C3)C(=O)NCCO[Si](C)(C)C(C)(C)C)C=C1 2-((6-acetylbenzo[d]oxazol-2-yl)amino)-N-(2-((tert-butyldimethylsilyl)oxy)ethyl)-1-methyl-1H-benzo[d]imidazole-5-carboxamide